2-(4-Methylbenzyl)-2H-indazole-5-carboxylic acid CC1=CC=C(CN2N=C3C=CC(=CC3=C2)C(=O)O)C=C1